bis((1-isopropylcyclopentyl)cyclopentadienyl)zirconium dichloride [Cl-].[Cl-].C(C)(C)C1(CCCC1)C1(C=CC=C1)[Zr+2]C1(C=CC=C1)C1(CCCC1)C(C)C